2-(7-(4-(2-(2-aminopyridin-3-yl)-5-phenyl-3H-imidazo[4,5-b]pyridin-3-yl)benzyl)-4,7-diazaspiro[2.5]octan-4-yl)pyrimidine-4-carbonitrile NC1=NC=CC=C1C1=NC=2C(=NC(=CC2)C2=CC=CC=C2)N1C1=CC=C(CN2CCN(C3(CC3)C2)C2=NC=CC(=N2)C#N)C=C1